C(C)(C)(C)OC(NC1=CC(=C(C=C1)F)COCC1=CC(=C(C(=C1)C1=NN(C=N1)C)OC)N)=O (3-(((3-Amino-4-methoxy-5-(1-methyl-1H-1,2,4-triazol-3-yl)benzyl)oxy)methyl)-4-fluorophenyl)carbamic acid tert-butyl ester